tert-butyl-amine 1,8-diazaspiro[5.5]undecane-1-carboxylate N1(CCCCC12CNCCC2)C(=O)O.C(C)(C)(C)N